6-(trifluoromethyl)quinoxalin-2-ol FC(C=1C=C2N=CC(=NC2=CC1)O)(F)F